ClC1=CC=C(C=C1)N1C2=C(C(=C(C1=O)C1=CC=C(C=C1)[N+](=O)[O-])C1=C(C=CC=C1)O)CN(C2=O)C2=C(C=CC=C2C)C (4-chlorophenyl)-6-(2,6-dimethylphenyl)-4-(2-hydroxyphenyl)-3-(4-nitrophenyl)-5,6-dihydro-1H-pyrrolo[3,4-b]pyridine-2,7-dione